1-Bromo-3-chloro-2-fluorobenzene BrC1=C(C(=CC=C1)Cl)F